(E)-2-methyl-3-(5-(2-trifluoromethyl-4-cyanophenyl)thiophen-2-yl)acrylamide C/C(/C(=O)N)=C\C=1SC(=CC1)C1=C(C=C(C=C1)C#N)C(F)(F)F